benzyl (3S)-4-(2-chloroethyl)-3-methyl-piperazine-1-carboxylate ClCCN1[C@H](CN(CC1)C(=O)OCC1=CC=CC=C1)C